COC1=C(C=CC(=C1)C2=CC(=C(C=C2)[N+]3=NC(=NN3C4=CC=C(C=C4)[N+](=O)[O-])C5=CC=CC=C5)OC)[N+]6=NC(=NN6C7=CC=C(C=C7)[N+](=O)[O-])C8=CC=CC=C8.[Cl-].[Cl-] 2,2'-bis(4-Nitrophenyl)-5,5'-diphenyl-3,3'-(3,3'-dimethoxy-4,4'-diphenylene)ditetrazolium chloride